C(#N)C=1C=C(C=CC1F)N1N=C(C=C1C(=O)NC1=C(C=CC(=C1)C(C1=CC=CC=C1)NCC1CC1)F)C(F)(F)F 1-(3-cyano-4-fluorophenyl)-N-(5-((cyclopropylmethylamino)(phenyl)methyl)-2-fluorophenyl)-3-(trifluoromethyl)-1H-pyrazole-5-carboxamide